ONC(C1=C(C=CC=C1)OC)=N N-hydroxy-2-methoxybenzimidamide